2-amino-5-bromo-6-chloropyrazine NC1=NC(=C(N=C1)Br)Cl